ClC=1C=C(C(=NC1)C=C)F 5-chloro-3-fluoro-2-vinyl-pyridine